N-[6-(5-chloro-1,3-benzothiazol-2-yl)spiro[3.3]heptan-2-yl]-2-(1,1-dioxothiolan-2-yl)acetamide ClC=1C=CC2=C(N=C(S2)C2CC3(CC(C3)NC(CC3S(CCC3)(=O)=O)=O)C2)C1